O1CC(C1)N1N=CC2=CC=C(C=C12)C(=O)OC methyl 1-(oxetan-3-yl)-1H-indazole-6-carboxylate